(1S,5R)-3-(8-cyanoquinolin-5-yl)-N-(1-(2-Hydroxyethyl)piperidin-4-yl)-5-(trifluoromethyl)-3-azabicyclo[3.1.0]hexane-1-carboxamide C(#N)C=1C=CC(=C2C=CC=NC12)N1C[C@@]2(C[C@@]2(C1)C(F)(F)F)C(=O)NC1CCN(CC1)CCO